3-bromo-N,N,1-trimethyl-pyrrolo[2,3-b]Pyridine-5-carboxamide BrC1=CN(C2=NC=C(C=C21)C(=O)N(C)C)C